C(#N)C1=C(N=C(S1)NC(=O)C1CCCC1)C1=CC=CC=C1 (1R,3S)-3-((5-CYANO-4-PHENYLTHIAZOL-2-YL)CARBAMOYL)CYCLOPENTAN